N-hydroxy-3-morpholinopropionamide ONC(CCN1CCOCC1)=O